BrC1=C(C=C(C(=O)N(C)OC)C=C1F)F 4-bromo-3,5-difluoro-N-methoxy-N-methylbenzamide